N-(2-(thiophen-2-yl)ethyl)pyridinamide S1C(=CC=C1)CCNC(=O)C1=NC=CC=C1